C1=CC=CC=2C3=CC=CC=C3N(C12)C1=CC=C(C=C1)C1=C(C(=C(C(=C1C1=CC=C(C=C1)N1C2=CC=CC=C2C=2C=C(C=CC12)C)C1=CC=C(C=C1)N1C2=CC=CC=C2C=2C=C(C=CC12)C)C#N)C1=CC=NC=C1)C1=CC=C(C=C1)N1C2=CC=CC=C2C=2C=C(C=CC12)C 6'-(4-(9H-carbazol-9-yl)phenyl)-4,4''-bis(3-methyl-9H-carbazol-9-yl)-5'-(4-(3-methyl-9H-carbazol-9-yl)phenyl)-4'-(pyridin-4-yl)-[1,1':2',1''-terphenyl]-3'-carbonitrile